dimethyl 5,5'-diselanediylbis(2-((4-oxo-7-phenyl-4,5-dihydro-1H-imidazo[2,1-b]purin-8-yl)amino)benzoate) [Se]([Se]C=1C=CC(=C(C(=O)OC)C1)NC1=C(N=C2NC(C=3N=CNC3N21)=O)C2=CC=CC=C2)C=2C=CC(=C(C(=O)OC)C2)NC2=C(N=C1NC(C=3N=CNC3N12)=O)C1=CC=CC=C1